fluoro-4-(((trans-2-(4-cyanophenyl)cyclopropyl)amino)methyl)piperidine-1-carboxylic acid benzyl ester C(C1=CC=CC=C1)OC(=O)N1C(CC(CC1)CN[C@H]1[C@@H](C1)C1=CC=C(C=C1)C#N)F